3-amino-7-(2-fluoro-6-methyl-phenyl)isoquinoline-5-carboxylic acid NC=1N=CC=2C=C(C=C(C2C1)C(=O)O)C1=C(C=CC=C1C)F